BrC1=C(C=CC=C1)C1=CC=CC=2C(C3=CC=CC=C3C12)(C)C 4-(2-bromophenyl)-9,9-dimethylfluorene